C1=CC=C(C=C1)C(=O)N[C@H](CCC[NH+]=C(N)N)C(=O)[O-] The molecule is zwitterionic form of N-benzoyl-D-arginine resulting from transfer of a proton from the carboxy to the guanidino group; major species at pH 7.3. It is a tautomer of a N-benzoyl-D-arginine.